2-((2-hydroxyethyl)amino)-4-(4-phenoxypiperidin-1-yl)-5,7-dihydro-6H-pyrrolo[3,4-d]pyrimidine-6-carbonitrile OCCNC=1N=C(C2=C(N1)CN(C2)C#N)N2CCC(CC2)OC2=CC=CC=C2